5-(dimethylamino)hexanol CN(C(CCCCO)C)C